tert-butyl (tert-butoxycarbonyl)(7-isopropyl-5-(4,4,5,5-tetramethyl-1,3,2-dioxaborolan-2-yl)-7H-pyrrolo[2,3-d]pyrimidin-4-yl)carbamate C(C)(C)(C)OC(=O)N(C(OC(C)(C)C)=O)C=1C2=C(N=CN1)N(C=C2B2OC(C(O2)(C)C)(C)C)C(C)C